(aminomethyl)pyrimidine-5-carbonitrile NCC1=NC=C(C=N1)C#N